C1NCCC2=CC=C(C=C12)OC1=C2C(=NC=C1)NC=C2C2=CC(=NC=C2)NC(=O)C2CCOCC2 N-(4-(4-((1,2,3,4-tetrahydroisoquinolin-7-yl)oxy)-1H-pyrrolo[2,3-b]pyridin-3-yl)pyridin-2-yl)tetrahydro-2H-pyran-4-carboxamide